C(C)N(CC(=O)NC(C)C)C=1OC(=CC1)C=O 2-[ETHYL(5-FORMYLFURAN-2-YL)AMINO]-N-(PROPAN-2-YL)ACETAMIDE